NC(C(=O)O)CCCCC α-aminoheptanoic acid